N1([C@@H](CCC1)C(=O)O[C@H](C(F)(F)F)C1=CC=C(C=C1)C(F)(F)F)C(=O)OCC1=CC=CC=C1 1-benzyl 2-((S)-2,2,2-trifluoro-1-(4-(trifluoromethyl)phenyl)ethyl) (S)-pyrrolidine-1,2-dicarboxylate